2-(4-butylphenyl)acetic acid C(CCC)C1=CC=C(C=C1)CC(=O)O